N-[3-(3-aminoquinolin-6-yl)phenyl]prop-2-enamide NC=1C=NC2=CC=C(C=C2C1)C=1C=C(C=CC1)NC(C=C)=O